O(C1=CC=CC=C1)CCN(CCC(C(=O)O)NC(CC=1C=NC=NC1)=O)CCCCC1=NC=2NCCCC2C=C1 4-[2-phenoxyethyl-[4-(5,6,7,8-tetrahydro-1,8-naphthyridin-2-yl)butyl]amino]-2-[(2-pyrimidin-5-ylacetyl)amino]butanoic acid